N-(((1r,4r)-4-aminocyclohexyl)methyl)-4-(1-(2,2,2-trifluoroethyl)piperidin-4-yl)aniline NC1CCC(CC1)CNC1=CC=C(C=C1)C1CCN(CC1)CC(F)(F)F